C[C@@H]1CN=C(CC1)C1=NN(C=C1)C (3S)-3-Methyl-6-(1-methylpyrazol-3-yl)-2,3,4,5-tetrahydropyridine